N-(1-(4-carbamoyl-2-chlorophenyl)ethyl)-3-fluoro-N-(pyridin-3-ylmethyl)benzamide C(N)(=O)C1=CC(=C(C=C1)C(C)N(C(C1=CC(=CC=C1)F)=O)CC=1C=NC=CC1)Cl